(E)-3-(4-hydroxy-3,5-dimethoxyphenyl)-1-(6-(methylthio)benzofuran-2-yl)prop-2-en-1-one OC1=C(C=C(C=C1OC)/C=C/C(=O)C=1OC2=C(C1)C=CC(=C2)SC)OC